COC(C[C@H](C#CC)C1=CC=C(C=C1)OC\C=C\CCC)=O (3S)-3-{4-[(2E)-hex-2-en-1-yloxy]Phenyl}hex-4-ynoic acid methyl ester